6-((4-(tert-Butoxycarbonyl)-1,4-diazepan-1-yl)methyl)benzo[b]thiophene-2-carboxylic acid C(C)(C)(C)OC(=O)N1CCN(CCC1)CC=1C=CC2=C(SC(=C2)C(=O)O)C1